P(=O)(OCC1=CC=CC=C1)(OCC1=CC=CC=C1)OCCN(CCC)C(CCC1=CC(=CC=C1)OCCCCCCCCCC)=O Dibenzyl 2-[{3-[3-(decyloxy)phenyl]propanoyl}(propyl)amino]ethyl phosphate